6-(8-(3-fluorophenyl)-6-azaspiro[3.4]octane-6-carbonyl)pyrazin-2(1H)-one FC=1C=C(C=CC1)C1CN(CC12CCC2)C(=O)C2=CN=CC(N2)=O